NCCCNC1CCC2=CC=C(C=C12)C(=O)NC1=CC=C(C=C1)S(=O)(=O)N1CCN(CC1)C1=NC(=CC(=C1)C(F)(F)F)Cl 3-(3-Aminopropylamino)-N-[4-[4-[6-chloro-4-(trifluoromethyl)-2-pyridyl]piperazin-1-yl]sulfonylphenyl]indane-5-carboxamide